ClC1=CC=C(C=C1)CC1=CN=C(S1)N 5-[(4-chlorophenyl)methyl]-1,3-thiazol-2-amine